3-(benzyloxy)-4-oxo-5-((2,4-difluorobenzyl)carbamoyl)-4H-pyran-2-carboxylic acid methyl ester COC(=O)C=1OC=C(C(C1OCC1=CC=CC=C1)=O)C(NCC1=C(C=C(C=C1)F)F)=O